ClC1=CC=C(C=C1)C1=C(CCC(C1)(C)C)CN1CC2CCC(C1)N2CC=2C=C1C(N(C(C1=CC2)=O)N2C(NC(CC2)=O)=O)=O 5-((3-((4'-chloro-5,5-dimethyl-3,4,5,6-tetrahydro-[1,1'-biphenyl]-2-yl)methyl)-3,8-diazabicyclo[3.2.1]oct-8-yl)methyl)-2-(2,4-dioxotetrahydropyrimidin-1(2H)-yl)isoindoline-1,3-dione